(Z)-hex-3-en-1-yl propanoate (HEXENYL-3-CIS-PROPIONATE) C(=CCCCC)C(C(=O)O)C.C(CC)(=O)OCC\C=C/CC